FC1([C@H](C=2C(=NN(C2CC1)CCC(C(F)(F)F)O)C(F)(F)F)O)F (4S)-5,5-difluoro-1-(4,4,4-trifluoro-3-hydroxybutyl)-3-(trifluoromethyl)-6,7-dihydro-4H-indazol-4-ol